(4Z,7Z,10S,11E,13Z,15E,17S,19Z)-10,17-dihydroxy(12,15-3H2)docosa-4,7,11,13,15,19-hexaenoic acid O[C@@H](C\C=C/C\C=C/CCC(=O)O)\C=C(\C=C/C(=C/[C@H](C\C=C/CC)O)/[3H])/[3H]